methyl 2-(2-bromophenyl)propanoate BrC1=C(C=CC=C1)C(C(=O)OC)C